tert-butyl-2-[3-({2-cyclopropyl-6-fluoro-4-[(imidazolidin-2-ylidene)carbamoyl]phenyl}amino)phenyl]-4,5-dihydro-1H-imidazole-1-carboxylate C(C)(C)(C)OC(=O)N1C(=NCC1)C1=CC(=CC=C1)NC1=C(C=C(C=C1F)C(N=C1NCCN1)=O)C1CC1